C(C)(C)(C)N(C(O)=O)C1=CC(=NC=C1OCCCF)NC(C)=O.C(C)(=O)NC1=NC=C(C(=C1)NC(OC(C)(C)C)=O)OCCCF tert-butyl (2-acetamido-5-(3-fluoropropoxy)pyridin-4-yl)carbamate tert-Butyl-(2-acetamido-5-(3-fluoropropoxy)pyridin-4-yl)carbamate